(5R)-((1R)-acetylamino-(2S)-methoxy-(2S)-methylpentyl)-(4S)-Z-propenylpyrrolidine C(C)(=O)N[C@H]([C@@](C)(OC)C1N(CCC1)\C=C/C)CCC